C(C)(=O)OCCCCCCCCCCC=CCCCC 11-hexadecenyl acetate